2-(2-fluoro-6-methoxyphenyl)-N-(5-(1-(tetrahydro-2H-pyran-4-yl)-1H-pyrazol-4-yl)-4-(3-(2,2,2-trifluoroethyl)piperidin-1-yl)pyridin-2-yl)pyrimidin-4-amine FC1=C(C(=CC=C1)OC)C1=NC=CC(=N1)NC1=NC=C(C(=C1)N1CC(CCC1)CC(F)(F)F)C=1C=NN(C1)C1CCOCC1